COC1=CC=C2N=C3CCCCC3=C(C2=C1)NC1CCNCC1 7-methoxy-N-(piperidin-4-yl)-1,2,3,4-tetrahydroacridin-9-amine